C(C)C=1N(C=CN1)CC1=C(C=C(C=C1)C1=C(SC(=C1)CC(C)C)S(=O)(=O)NC(=O)NCC1(CCCCC1)O)F 1-[[3-[4-[(2-Ethylimidazol-1-yl)methyl]-3-fluoro-phenyl]-5-isobutyl-2-thienyl]sulfonyl]-3-[(1-hydroxycyclohexyl)methyl]urea